4-chlorobenzyl (4-((N,3,4-trimethylisoxazole-5-carboxamido)meth-yl)phenyl)carbamate CN(C(=O)C1=C(C(=NO1)C)C)CC1=CC=C(C=C1)NC(OCC1=CC=C(C=C1)Cl)=O